2-(4-(6-((4-cyano-2-fluorobenzyl)oxy)-3-methylpyridin-2-yl)benzyl)-1-(2-methoxyethyl)-1H-benzo[d]imidazole-6-carboxylic acid C(#N)C1=CC(=C(COC2=CC=C(C(=N2)C2=CC=C(CC3=NC4=C(N3CCOC)C=C(C=C4)C(=O)O)C=C2)C)C=C1)F